C(CCC=C)OC=1C=C(C=NC1)OB(O)O 5-(4-pentene-1-oxy)pyridin-3-ylboric acid